O=C1NC(CCC1N1C(C2=CC=CC(=C2C1=O)SCCC(=O)N1CCN(CC1)C1=CC=C(C(=O)N2CCC(CC2)CCCCNC(\C=C\C=2C=NC=CC2)=O)C=C1)=O)=O (E)-N-(4-(1-(4-(4-(3-((2-(2,6-dioxopiperidin-3-yl)-1,3-dioxoisoindolin-4-yl)thio)propanoyl)piperazin-1-yl)benzoyl)piperidin-4-yl)butyl)-3-(pyridin-3-yl)acrylamide